(3-chloro-2-fluorophenyl)-5-methoxyquinazoline-4,6-diamine ClC=1C(=C(C=CC1)C1=NC2=CC=C(C(=C2C(=N1)N)OC)N)F